6-bromopyrido[2,3-b]pyrazin-2(1H)-one BrC=1C=CC2=C(N=CC(N2)=O)N1